C(C)(C)C1=C(NC2=CC=C(C=C12)C1CCC(CC1)N1CC(C1)O)C=1C=C(C=2N(C1)N=CN2)OC 1-(4-(3-Isopropyl-2-(8-methoxy-[1,2,4]triazolo[1,5-a]pyridin-6-yl)-1H-indol-5-yl)cyclohexyl)azetidin-3-ol